2,4-bis(4-chloro-2-fluorophenyl)-6-(4-chlorophenyl)-1,3,5-triazine ClC1=CC(=C(C=C1)C1=NC(=NC(=N1)C1=C(C=C(C=C1)Cl)F)C1=CC=C(C=C1)Cl)F